1,7-dimethyl-2-(4-(methylsulfonyl)phenyl)-6-(piperidin-4-yl)-1H-benzo[d]imidazole CN1C(=NC2=C1C(=C(C=C2)C2CCNCC2)C)C2=CC=C(C=C2)S(=O)(=O)C